N(=[N+]=[N-])C(CCC[C@H](N)C(=O)O)N 6-azido-lysine